CNC=1N=C(C(=NC1C=1C2=C(C=NC1)N(C=N2)C)C(=O)OC)NC2=CC=C(C=C2)N2[C@H]1CO[C@@H](C2)C1 methyl 5-(methylamino)-6-(3-methylimidazo[4,5-c]pyridin-7-yl)-3-[4-[(1R,4R)-2-oxa-5-azabicyclo[2.2.1]heptan-5-yl]anilino]pyrazine-2-carboxylate